L-histidine hydrochloride monohydrate O.Cl.N[C@@H](CC1=CNC=N1)C(=O)O